F[C@@H]1[C@@H]2CCC[C@H](C[C@H]1C(=C)C1=CN=C(N=N1)C=1C(=CC(=NC1)N1C=NC=C1)O)N2 5-(6-(1-((1S,2S,3S,5R)-2-fluoro-9-azabicyclo[3.3.1]nonan-3-yl)vinyl)-1,2,4-triazin-3-yl)-2-(1H-imidazol-1-yl)pyridin-4-ol